C1(CCC1)OC=1C=C(C=CC1)C=1C(=NN2C1N=C(C=C2C=2C=NNC2)N2CC1=CC=CC=C1C2)C(=O)N (3-Cyclobutoxyphenyl)-5-(isoindolin-2-yl)-7-(1H-pyrazol-4-yl)pyrazolo[1,5-a]pyrimidine-2-carboxamide